CCCCCCCCCCCCCCCCCC(C(CO)N)O The molecule is an aminodiol that is icosane bearing two hydroxy substituents at positions 1 and 3 as well as an amino substituent at position 2. It is an aminodiol and a sphingoid. It derives from an icosane.